C1(CC1)C(C)NCCCCCNC(C)C1CC1 N,N'-bis(1-cyclopropylethyl)-1,5-diaminopentane